Lithium-lithium iron phosphate P(=O)([O-])([O-])[O-].[Fe+2].[Li+].[Li+]